NC1=CC=CC(=N1)S(=O)(=O)NC(=O)C=1C(=NC(=CC1)C(=C(C)C)C)OC1=C(C=C(C=C1C)C)C N-[(6-Amino-2-pyridyl)sulfonyl]-6-(1,2-dimethylprop-1-enyl)-2-(2,4,6-trimethylphenoxy)pyridin-3-carboxamid